2,4-dichlorobenzyl alcohol ClC1=C(CO)C=CC(=C1)Cl